N1N=CC(=C1)C1=CC=C(C=C1)NC1=NC(=NC=C1)C1=CC=C2C=C(N(C2=C1)C)C(=O)N1CC(C1)(CF)F (6-(4-((4-(1H-pyrazol-4-yl)phenyl)amino)pyrimidin-2-yl)-1-methyl-1H-indol-2-yl)(3-fluoro-3-(fluoromethyl)azetidin-1-yl)methanone